CS(=O)(=O)C=1N=CC2=C(N1)N(C(=C2)C#N)[C@H]2COC[C@@H]2C 2-methylsulfonyl-7-[(3R,4R)-4-methyltetrahydrofuran-3-yl]pyrrolo[2,3-d]pyrimidin-6-carbonitrile